3-chloro-N-(1-(3,5-dichlorophenyl)cyclopropyl)-1-methyl-1H-pyrrolo[2,3-b]pyridine-5-carboxamide ClC1=CN(C2=NC=C(C=C21)C(=O)NC2(CC2)C2=CC(=CC(=C2)Cl)Cl)C